FC(CN1C(C=CC(=C1)C=1C(=NC=CC1)OC1=CC=C(C=C1)S(F)(F)(F)(F)F)=O)F 1-(2,2-difluoroethyl)-5-[2-[4-(pentafluoro-λ6-sulfanyl)phenoxy]-3-pyridyl]pyridin-2-one